2-bromo-5-chloro-1,3-thiazole BrC=1SC(=CN1)Cl